C1(CCC2=NC=CC=C12)NC=1N=CC=C2C=C(SC12)C=1C(=C(N=C2C(CS(C12)(=O)=O)C)CCC1CCOCC1)C=1OC(=NN1)C N-(R)-4-aza-1-indanyl(2-{3-methyl-6-(5-methyl-1,3,4-oxadiazol-2-yl)-1,1-dioxo-5-[2-(tetrahydro-2H-pyran-4-yl)ethyl]-1λ6-thia-4-aza-7-indanyl}-1-thia-6-aza-7-indenyl)amine